7,8-Difluoro-N-(2-(pyrrolidin-1-yl)-4-((4-(trifluoromethyl)benzyl)amino)phenyl)octanamid FC(CCCCCC(=O)NC1=C(C=C(C=C1)NCC1=CC=C(C=C1)C(F)(F)F)N1CCCC1)CF